C(=C)C=1C=C2C=NC(=NC2=CC1)N1C[C@@H]2O[C@H](C1)C2 (1R,5S)-3-(6-vinylquinazolin-2-yl)-6-oxa-3-azabicyclo[3.1.1]heptane